2-nitro-4-methoxypyridine [N+](=O)([O-])C1=NC=CC(=C1)OC